FC1=C(NC=2C(=C(C=3C(C4=CC=CC=C4C(C3C2F)=O)=O)F)OCCCC)C=C(C(=C1F)F)F 3-(2,3,4,5-tetrafluoroanilino)-2-butoxy-1,4-difluoroanthraquinone